[Na].S(=O)(=O)(O)CCCN1S(=O)(=O)C2=CC=CC=C2C1=O N-(3-sulfopropyl)-saccharin sodium